ethyl 5-((5-(3-cyclopropylprop-1-ynyl)-1-methyl-6-oxo-1,6-dihydropyridin-3-yl) oxy)-1H-1,2,3-triazole-4-carboxylate C1(CC1)CC#CC1=CC(=CN(C1=O)C)OC1=C(N=NN1)C(=O)OCC